Cl.CC=1C=C(C=CC1CC1=CC2=C(N(C=N2)C)C=C1)NC=1C2=C(N=CN1)C=CC(=N2)N2C[C@H](NCC2)C (R)-N-(3-methyl-4-((1-methyl-1H-benzo[d]imidazol-5-yl)methyl)phenyl)-6-(3-methylpiperazin-1-yl)pyrido[3,2-d]pyrimidin-4-amine hydrochloride